OC(CCCCC(=O)O)CCCl 6-hydroxyl-8-chlorooctanoic acid